C(=O)(O)[C@H]1N(C[C@@H](C1)O)C(=O)OCC1=CC=C(C=C1)[N+](=O)[O-] (2S,4R)-2-carboxyl-4-hydroxy-1-p-nitrobenzoxycarbonyl-pyrrolidine